C(CCC)NC1C=C(N=CC1=O)NCC1=CC=C(C=C1)OC 4-(butyl-Amino)-2-((4-methoxybenzyl)amino)-5-oxopyridin